2-Mercaptonicotinyl-glycine SC1=C(CNCC(=O)O)C=CC=N1